t-butyl (3aR,5s,6aS)-5-(2-(1H-pyrazolyl)phenoxy)hexahydrocyclopenta[c]pyrrole-2(1H)-carboxylate N1(N=CC=C1)C1=C(OC2C[C@@H]3[C@@H](CN(C3)C(=O)OC(C)(C)C)C2)C=CC=C1